N-methyl-1-[4-(trifluoromethoxy)phenyl]piperidin-4-amine CNC1CCN(CC1)C1=CC=C(C=C1)OC(F)(F)F